5-(cinnolin-4-yl)-2-methoxypyridin-3-amine N1=NC=C(C2=CC=CC=C12)C=1C=C(C(=NC1)OC)N